4,5-dihydro-2-[[3-(triethoxysilyl)propyl]thio]-1H-imidazole hydrobromide Br.C(C)O[Si](CCCSC=1NCCN1)(OCC)OCC